methyl (S,E)-2-chloro-4-(2-((2-hydroxypropoxy)imino)ethyl)-1-methyl-6-oxo-1,6-dihydropyridine-3-carboxylate ClC=1N(C(C=C(C1C(=O)OC)C/C=N/OC[C@H](C)O)=O)C